N[C@H]1C[C@@H](CC1)C(=O)N1CCN(CC1)C(=O)C1=C(C=C(C=C1)NC=1C=2N(C=CN1)C(=CN2)C=2C(=NN(C2)CC(F)F)C(F)(F)F)Cl (4-((1R,3R)-3-aminocyclopentane-1-carbonyl)piperazin-1-yl)(2-chloro-4-((3-(1-(2,2-difluoroethyl)-3-(trifluoromethyl)-1H-pyrazol-4-yl)imidazo[1,2-a]pyrazin-8-yl)amino)phenyl)methanone